C(CC\C=C\C)OC(C=CC1=CC=CC=C1)=O (E)-Hex-4-en-1-ylcinnamat